(2S,3R)-3-((2-aminopyridin-4-yl)methyl)-N2-(1-methyl-1H-pyrazol-3-yl)-N1-((R)-1-(3,5-dimethyl-4-fluorophenyl)propyl)-N2-methyl-4-oxoazetidine-1,2-dicarboxamide NC1=NC=CC(=C1)C[C@@H]1[C@H](N(C1=O)C(=O)N[C@H](CC)C1=CC(=C(C(=C1)C)F)C)C(=O)N(C)C1=NN(C=C1)C